C(=C)OCC[O-].Br[Mg+] Bromomagnesium 2-VinyloxyEthoxide